1,1'-bis[bis(1,1-dimethylethyl)phosphino]ferrocene CC(C)(C)P([C-]1C=CC=C1)C(C)(C)C.[C-]1(C=CC=C1)P(C(C)(C)C)C(C)(C)C.[Fe+2]